2-(4-[(tert-butoxy)carbonyl]piperazin-1-yl)pyridine-4-carboxylic acid C(C)(C)(C)OC(=O)N1CCN(CC1)C1=NC=CC(=C1)C(=O)O